N-tert-butoxycarbonyl-(Boc)piperazine C(C)(C)(C)OC(=O)N1C(CNCC1)C(=O)OC(C)(C)C